(E)-1-(4-(4-(6-amino-4-(trifluoromethyl)pyridin-3-yl)-6-morpholino-1,3,5-triazin-2-yl)piperazin-1-yl)non-7-ene-1,6-dione NC1=CC(=C(C=N1)C1=NC(=NC(=N1)N1CCOCC1)N1CCN(CC1)C(CCCCC(\C=C\C)=O)=O)C(F)(F)F